FC(C1=CC(=C(C=C1)C1=C2C(=C(N=N1)NC1CC(O1)(C)C)C=NC=C2)OC)F 1-[4-(difluoromethyl)-2-methoxyphenyl]-N-(2,2-dimethyloxetan-4-yl)pyrido[3,4-d]pyridazin-4-amine